1-[4-(4-{2-[2-fluoro-5-(trifluoromethoxy)phenyl]acetamido}-1H-1,2,3-triazol-1-yl)butyl]-N-{[2-fluoro-5-(trifluoromethoxy)phenyl]methyl}-1H-1,2,3-triazole-4-carboxamide FC1=C(C=C(C=C1)OC(F)(F)F)CC(=O)NC=1N=NN(C1)CCCCN1N=NC(=C1)C(=O)NCC1=C(C=CC(=C1)OC(F)(F)F)F